(2S)-N-{[4-(3,4-difluorobenzyl)morpholin-2-yl]methyl}-(6-oxo-1,6-dihydropyridazin-3-ylsulfanyl)acetamide FC=1C=C(CN2C[C@@H](OCC2)CNC(CSC2=NNC(C=C2)=O)=O)C=CC1F